C(=O)O.FC=1C(=NC(=NC1)N[C@H]1[C@@H](CN(CC1)C)O)C=1C=C(C2=C(N(C(=N2)C)C(C)C)C1)F (3R,4R)-4-({5-fluoro-4-[4-fluoro-2-methyl-1-(propan-2-yl)-1H-benzimidazol-6-yl]pyrimidin-2-yl}amino)-1-methylpiperidin-3-ol formic acid salt